1-ethyl-5-ethylsulfonyl-3-methyl-6-[3-methyl-6-(trifluoromethyl)imidazo[4,5-b]pyridin-2-yl]benzimidazol-2-one C(C)N1C(N(C2=C1C=C(C(=C2)S(=O)(=O)CC)C2=NC=1C(=NC=C(C1)C(F)(F)F)N2C)C)=O